4-Methyl-3-{4-[5-(4-methyl-isoxazol-5-yl)-pyridin-3-yl]-pyrimidin-2-ylamino}-N-[4-(1-methyl-piperidin-3-yl)-2-trifluoromethyl-phenyl]-benzamide CC1=C(C=C(C(=O)NC2=C(C=C(C=C2)C2CN(CCC2)C)C(F)(F)F)C=C1)NC1=NC=CC(=N1)C=1C=NC=C(C1)C1=C(C=NO1)C